(aminomethyl)phosphonic acid NCP(O)(O)=O